methyl 5-chloro-2-(4-fluoro-2-methylphenoxy)-4-methylnicotinate ClC=1C=NC(=C(C(=O)OC)C1C)OC1=C(C=C(C=C1)F)C